C(CCOC1=C(C=CC(=C1F)F)C=1C(=C(C=C(C1)C(C)(CC(C)(C)C)C)N1C2=CC=C(C=C2C=2C=C(C=CC12)C(C)(C)C)C(C)(C)C)O)OC1=C(C=CC(=C1F)F)C=1C(=C(C=C(C1)C(C)(CC(C)(C)C)C)N1C2=CC=C(C=C2C=2C=C(C=CC12)C(C)(C)C)C(C)(C)C)O 2',2'''-(propane-1,3-diylbis(oxy))bis(3-(3,6-di-tert-butyl-9H-carbazol-9-yl)-3',4'-difluoro-5-(2,4,4-trimethylpentan-2-yl)-[1,1'-biphenyl]-2-ol)